methyl hexanoate (E)-2-hexenyl-hexanoate C(=C\CCCC)/C(C(=O)O)CCCC.C(CCCCC)(=O)OC